tert-butyl (2-(5-amino-2-(4-(trifluoromethyl)piperidin-1-yl)phenoxy)ethyl)carbamate NC=1C=CC(=C(OCCNC(OC(C)(C)C)=O)C1)N1CCC(CC1)C(F)(F)F